[N+](=O)([O-])C=1C=C(C=NC1)C(C)=O 1-(5-nitro-3-pyridyl)ethanone